Cl.ClCCN1CCCC1 N-(2-chloroethyl)pyrrolidine Hydrochloride